tert-butyl 7-(2-cyano-4-{[5-(3,4-difluorophenyl) pyridin-3-yl] oxy} phenyl)-2,7-diazaspiro[3.5]nonane-2-carboxylate C(#N)C1=C(C=CC(=C1)OC=1C=NC=C(C1)C1=CC(=C(C=C1)F)F)N1CCC2(CN(C2)C(=O)OC(C)(C)C)CC1